COC(C1=CC=C(C=C1)C=1C(=NC=C(C1)Br)N)=O 4-(2-amino-5-bromopyridin-3-yl)benzoic acid methyl ester